NC1=CC=C(C=2C(C3=CC=CC=C3C(C12)=O)=O)NC1=CC=CC=C1 1-amino-4-anilinoanthraquinone